4-(Methoxycarbonyl)-5-(2-(4-fluorophenyl)butyrylamino)-3-methylthiophene-2-carboxylic acid COC(=O)C=1C(=C(SC1NC(C(CC)C1=CC=C(C=C1)F)=O)C(=O)O)C